C1(=CC=C(C=C1)NC=1C=C(C(=CC1)C1=CC=CC=C1)C1=CC=CC=C1)C1=CC=CC=C1 (biphenyl-4-yl)-(1,1':2',1''-terphenyl-4'-yl)amine